C1(CC1)C=1C(=C2C3(C(N(C(C2=CC1)=O)CC(=O)NC1=NC=C(C=N1)F)=O)CC3)F 2-(6'-Cyclopropyl-5'-fluoro-1',3'-dioxospiro[cyclopropane-1,4'-isoquinoline]-2'-yl)-N-(5-fluoropyrimidin-2-yl)acetamide